4-[5-(2-aminoethyl)pyrimidin-2-yl]-3-[2-[2-methoxyethyl(methyl)amino]-6-methylpyridin-4-yl]oxybenzonitrile NCCC=1C=NC(=NC1)C1=C(C=C(C#N)C=C1)OC1=CC(=NC(=C1)C)N(C)CCOC